1-(4'-bromo[1,1'-biphenyl]-3-yl)naphthalene BrC1=CC=C(C=C1)C1=CC(=CC=C1)C1=CC=CC2=CC=CC=C12